dimethyl (2-(benzo[d]oxazol-2-ylamino)-4-(2-chlorophenyl)-6-methyl-1,4-dihydropyrimidin-5-yl)phosphonate O1C(=NC2=C1C=CC=C2)NC=2NC(=C(C(N2)C2=C(C=CC=C2)Cl)P(OC)(OC)=O)C